CCCCCCCCCC/C=C/C1=CC2=C(C=C1)OCO2 The molecule is a member of the class of benzodioxoles that is 1,3-benzodioxole in which the hydrogen at position 5 has been replaced by a dodec-1-en-1-yl group. It has a role as a plant metabolite and an EC 3.2.1.20 (alpha-glucosidase) inhibitor. It is a member of benzodioxoles and an olefinic compound.